BrC1=CC=C(C=C1)S=N p-bromophenyl-sulfimide